FC=1C=C(C=CC1)N1C=NC(=C1)N 1-(3-fluorophenyl)-1H-imidazol-4-amine